COC(C(C)C=1C=NN(C1)C1=CC(=CC(=C1)Cl)Br)=O.C(CCCCCCCCCCCCCCCCC)[N+](=CCCCCCCCCCCCCCCCC)[O-] N-octadecyl-α-hexadecylnitrone methyl-2-[1-(3-bromo-5-chlorophenyl)pyrazol-4-yl]propanoate